3-(N-(2-(aziridine-1-yl)ethyl)sulfamoyl)-N,N-diethylbenzamide N1(CC1)CCNS(=O)(=O)C=1C=C(C(=O)N(CC)CC)C=CC1